(R)-5-(4-(5-chloro-7-((3,3-dimethylbutan-2-yl)amino)-[1,2,4]triazolo[1,5-a]pyrimidin-6-yl)-3,5-difluorophenyl)pent-4-yn-1-ol ClC1=NC=2N(C(=C1C1=C(C=C(C=C1F)C#CCCCO)F)N[C@H](C)C(C)(C)C)N=CN2